2,10-difluorodibenzo[c,e]oxepine-5(7H)-thione FC1=CC2=C(C(OCC3=C2C=C(C=C3)F)=S)C=C1